ClCCCCCCCCC=COC(CCOCOCOCCC(CCCCC)OC=CCCCCCCCCCl)CCCCC 10-chloro-3-decenyloxyoctyloxymethyl ether